O[C@@H]1[C@H](CCC12CCN(CC2)C(=O)OC(C)(C)C)[C@@H]2N1C(C3=CC=CC=C23)=CN=C1 tert-butyl (R,2R)-1-hydroxy-2-((S)-5H-imidazo[5,1-a]isoindol-5-yl)-8-azaspiro[4.5]decane-8-carboxylate